N1C=C(C2=CC=CC=C12)C1=NC(=NC=C1)N (1H-indol-3-yl)-pyrimidine-2-amine